ethyl 2-tetrahydropyran-4-ylideneacetate Sodium hydride [H-].[Na+].O1CCC(CC1)=CC(=O)OCC